[Na+].[Na+].N(CC(=O)[O-])CC(=O)[O-] iminodiacetic acid disodium salt